5-(4-((4-Fluoro-6-oxo-6,7,8,9-tetrahydro-5H-cyclopenta[c][1,6]naphthyridin-3-yl)methyl)piperazin-1-yl)-N,6-dimethylpicolinamide FC=1C(=NC=C2C3=C(C(NC12)=O)CCC3)CN3CCN(CC3)C=3C=CC(=NC3C)C(=O)NC